2-chloro-6-(cyclopentyl-(methyl)amino)-N,N-dimethylisonicotinamide ClC=1C=C(C(=O)N(C)C)C=C(N1)N(C)C1CCCC1